C(C)NC(C1=CC=C(C(=O)O)C=C1)C1=NC2=C(N1)C=CC=C2C2=CC=C(C=C2)C=2CCCCC2 4-((ethylamino)(4-(2',3',4',5'-tetrahydro-[1,1'-biphenyl]-4-yl)-1H-benzo[d]imidazol-2-yl)methyl)benzoic acid